C1(=CC=CC=C1)C1=C2C=CC=CC2=C(C2=CC=CC=C12)C1=CC=C(C=C1)C1=CC=C(C=C1)C=1C=CC(=NC1C1=CC=C(C=C1)C1=CC=C(C=C1)C=1C2=CC=CC=C2C(=C2C=CC=CC12)C1=CC=CC=C1)C1=NC=CC=C1 5,6-bis[4'-(10-phenyl-9-anthracenyl)biphenyl-4-yl]-2,2'-bipyridine